ClC=1C(=NC(=NC1)NC1CCOCC1)C1=CC=C2CN(C(C2=C1)=O)CC(N1CC2=CC=CC=C2CC1)=O 6-{5-chloro-2-[(oxacyclohex-4-yl)amino]pyrimidin-4-yl}-2-[2-oxo-2-(1,2,3,4-tetrahydroisoquinolin-2-yl)ethyl]-2,3-dihydro-1H-isoindol-1-one